N-[(1S,2S)-2-hydroxycyclohexyl]benzamide O[C@@H]1[C@H](CCCC1)NC(C1=CC=CC=C1)=O